C(C1=CC=CC=C1)OC1=C(C=C(C=C1)F)C1CC(OCC1)=O 4-(2-(benzyloxy)-5-fluorophenyl)tetrahydro-2H-pyran-2-one